(2R)-2-{[4-cyano-1-(pyrazin-2-yl)-5-(pyridazin-4-yl)-1H-pyrazol-3-yl]Oxy}propionic acid methyl ester COC([C@@H](C)OC1=NN(C(=C1C#N)C1=CN=NC=C1)C1=NC=CN=C1)=O